FC1=CC=C(C=C1)C=1C(=C(OC1)C(=O)N)CC=1SC(=CC1)C1=CC=C(C=C1)F (4-fluorophenyl)-((5-(4-fluorophenyl)thiophen-2-yl)methyl)furan-2-carboxamide